(S)-2-((5-bromopyrimidin-4-yl)amino)-4-((2,2-difluoroethyl)(4-(5,6,7,8-tetrahydro-1,8-naphthyridin-2-yl)butyl)amino)butanoic acid BrC=1C(=NC=NC1)N[C@H](C(=O)O)CCN(CCCCC1=NC=2NCCCC2C=C1)CC(F)F